ClC1=C(C=CC2=C1CN(S2)C)F 4-chloro-5-fluoro-2-methylbenzo[d]isothiazol